ClC=1C(=CC=C2N=CC(=NC12)C=1C=NN(C1)C1CN(C1)C=1C=NC=C(C1)F)OC=1C=CC2=C(NC(=N2)C)C1 8-Chloro-2-(1-(1-(5-fluoropyridin-3-yl)azetidin-3-yl)-1H-pyrazol-4-yl)-7-((2-methyl-1H-benzo[d]imidazol-6-yl)oxy)quinoxaline